tert-butyl (tert-butoxycarbonyl)(5-iodo-7-(2-methoxyethyl)-7H-pyrrolo[2,3-d]pyrimidin-4-yl)carbamate C(C)(C)(C)OC(=O)N(C(OC(C)(C)C)=O)C=1C2=C(N=CN1)N(C=C2I)CCOC